N[C@@H](C(=O)OCCCC)CNC(=O)C1=CC2=NC=CC(=C2S1)C butyl (R)-2-amino-3-(7-methylthieno[3,2-b]pyridine-2-carboxamido)propanoate